CC1(OB(OC1(C)C)C1=CC=C(CC2(CCOCC2)O)C=C1)C 4-(4-(4,4,5,5-tetramethyl-1,3,2-dioxaborolan-2-yl)benzyl)tetrahydro-2H-pyran-4-ol